FC1(CC=C(CC1)C1=CC=C(C=N1)N)F 6-(4,4-difluorocyclohex-1-en-1-yl)pyridin-3-amine